4,6-bis(naphthalen-1-yl)-2-[4-{10-(pyridin-3-yl)anthracen-9-yl}phenyl]-2H-benzotriazole C1(=CC=CC2=CC=CC=C12)C1=CC(=CC2=NN(N=C21)C2=CC=C(C=C2)C=2C1=CC=CC=C1C(=C1C=CC=CC21)C=2C=NC=CC2)C2=CC=CC1=CC=CC=C21